tert-butyl (2-(7-bromo-2-oxo-3-(1-propionylazetidin-3-yl)-3,4-dihydroquinazolin-1(2H)-yl)ethyl)carbamate BrC1=CC=C2CN(C(N(C2=C1)CCNC(OC(C)(C)C)=O)=O)C1CN(C1)C(CC)=O